(S and R)-5-((S)-1-(4-fluorophenyl)-1,2,3,4-tetrahydroisoquinoline-2-carbonyl)dihydrofuran-3(2H)-one FC1=CC=C(C=C1)[C@@H]1N(CCC2=CC=CC=C12)C(=O)[C@@H]1CC(CO1)=O |&1:19|